1-methyl-3-(piperidin-4-ylmethyl)urea HCl Cl.CNC(=O)NCC1CCNCC1